3-(4-chloro-3-(2,4-dioxotetrahydropyrimidine-1(2H)-yl)benzoyl)-3-azaspiro[5.5]undecane-9-carbaldehyde ClC1=C(C=C(C(=O)N2CCC3(CC2)CCC(CC3)C=O)C=C1)N1C(NC(CC1)=O)=O